4-hydroxy-N-((S)-1-(4-(4-methylthiazol-5-yl)-phenyl)ethyl)pyrrolidine-2-carboxamide OC1CC(NC1)C(=O)N[C@@H](C)C1=CC=C(C=C1)C1=C(N=CS1)C